C(C)[S@@](=O)(=N)C=1C=C(C(=NC1C1=NC2=C(C=NC(=C2)C(F)(F)F)N1C)C)OC(C#N)(C)C (S)-2-[[5-(ethylsulfonimidoyl)-2-methyl-6-[3-methyl-6-(trifluoromethyl)imidazo[4,5-c]pyridin-2-yl]-3-pyridyl]oxy]-2-methyl-propanenitrile